NC1=NC(=C(C=2N1N=C(N2)CC2=NC=CC=C2F)C=2C=CC(N(C2)C)=O)C2=CC(=CC=C2)F 5-(5-amino-7-(3-fluorophenyl)-2-((3-fluoropyridin-2-yl)methyl)-[1,2,4]triazolo[1,5-c]pyrimidin-8-yl)-1-methylpyridin-2(1H)-one